CN1N=C(C=C1C(F)(F)F)C(=O)O 1-methyl-5-(trifluoromethyl)-1H-pyrazole-3-carboxylic acid